5-oxo-6,7-dihydrothieno[3,2-d]pyrimidine O=S1CCC=2N=CN=CC21